tert-butyl (4-((4-chloro-2-(ethoxymethyl)-1H-imidazo[4,5-c]quinolin-1-yl)methyl)benzyl)carbamate ClC1=NC=2C=CC=CC2C2=C1N=C(N2CC2=CC=C(CNC(OC(C)(C)C)=O)C=C2)COCC